2-acetyl-8-(4-chloro-2-fluorophenyl)-5-(4-fluorobenzyl)-2,5,8-triazaspiro[3.5]nonane-6,9-dione C(C)(=O)N1CC2(C1)N(C(CN(C2=O)C2=C(C=C(C=C2)Cl)F)=O)CC2=CC=C(C=C2)F